C(C)(C)(C)OC(=O)N[C@H](C)[C@H](C(=O)OC)CC(C)C methyl (R)-2-((R)-1-((tert-butoxycarbonyl)amino)ethyl)-4-methylpentanoate